14-methylpentadecyl linoleate C(CCCCCCC\C=C/C\C=C/CCCCC)(=O)OCCCCCCCCCCCCCC(C)C